FC1(CCN(CC1)CCCCCCCNC1=CC=C(C=C1)NC1C(NC(CC1)=O)=O)F 3-((4-((7-(4,4-difluoropiperidin-1-yl)heptyl)amino)phenyl)amino)piperidine-2,6-dione